1-(3-(3,5-dimethylbenzamido)-4-(4-methylpiperazin-1-yl)phenyl)-N-(3-morpholinopropyl)-1H-1,2,3-triazole-4-carboxamide CC=1C=C(C(=O)NC=2C=C(C=CC2N2CCN(CC2)C)N2N=NC(=C2)C(=O)NCCCN2CCOCC2)C=C(C1)C